bis(2,3-epoxyhydroxyphenyl) ether OC1=C2C(=C(C=C1)OC1=C3C(=C(C=C1)O)O3)O2